C(C)OC(C(C)(C)OC1=C(C=C(C=C1C)CN1C(N(CC1)C1=CC=CC=C1)=O)C)=O.C(C1=CC=CC=C1)N1CCC(CC1)C(=O)NC=1N=CC2=CC=C(C=C2C1)C=1C=NN(C1)C 1-benzyl-N-(6-(1-methyl-1H-pyrazol-4-yl)isoquinolin-3-yl)piperidine-4-carboxamide Ethyl-2-(2,6-dimethyl-4-((2-oxo-3-phenylimidazolin-1-yl)methyl)phenoxy)-2-methylpropionate